NC=1N=NC(=CC1C1=CC=C(C=C1)N1CCC(CC1)N1CCC(CC1)C1=CC=C(OC2C(NC(CC2)=O)=O)C=C1)C1=C(C=CC=C1)O 3-(4-(1'-(4-(3-amino-6-(2-hydroxyphenyl)pyridazin-4-yl)phenyl)-[1,4'-bipiperidin]-4-yl)phenoxy)piperidine-2,6-dione